C(C1=CC=CC=C1)NC(N(C1CCC(CC1)NC1=NC2=CC=CC=C2C=N1)C1=CC=C(C=C1)N1CCN(CC1)C(=O)C1CN(C1)C=1C=C2C(N(C(C2=CC1)=O)C1C(NC(CC1)=O)=O)=O)=O 3-Benzyl-1-(4-(4-(1-(2-(2,6-dioxopiperidin-3-yl)-1,3-dioxoisoindole-5-yl)azetidine-3-carbonyl)piperazin-1-yl)phenyl)-1-((1r,4r)-4-(quinazolin-2-ylamino)cyclohexyl)urea